NC=1C2=C(N=CN1)N(C=C2)[C@H]2[C@@H]([C@@H]([C@@]1(C[C@H]21)CCC2=CC=C1C=CC(=NC1=C2)N)O)O (1r,2r,3s,4r,5s)-4-(4-amino-7H-pyrrolo[2,3-d]pyrimidin-7-yl)-1-(2-(2-aminoquinolin-7-yl)ethyl)bicyclo[3.1.0]hexane-2,3-diol